C12=CNCCC(CC1)N2C(=O)[O-] 3,9-diazabicyclo[4.2.1]nonene-9-carboxylate